6-bromo-1-(4-decyltetradecyl)indoline-2,3-dione BrC1=CC=C2C(C(N(C2=C1)CCCC(CCCCCCCCCC)CCCCCCCCCC)=O)=O